COC1=CC=C(CN(C=2C3=C(N=CN2)N(C=C3)[C@H]3[C@@H]([C@@H]([C@H](C3)[C@H]3[C@H](C3)CCCNCCC3=CC=CC=C3)O)O)C)C=C1 (1R,2S,3R,5R)-3-(4-((4-methoxybenzyl)(methyl)amino)-7H-pyrrolo[2,3-d]pyrimidin-7-yl)-5-((1R,2S)-2-(3-(phenethylamino)propyl)cyclopropyl)cyclopentane-1,2-diol